bis(diisopropylphenyl)perylenetetracarboxylic acid imide C(C)(C)C=1C(=C(C=CC1)C=1C(=C(C2=C(C(=C(C=3C=4C=CC=C5C=CC=C(C1C23)C54)C(O)=N)C(=O)O)C(=O)O)C(=O)O)C5=C(C(=CC=C5)C(C)C)C(C)C)C(C)C